2-[4-(5-azaspiro[2.5]octan-5-yl)piperidin-1-yl]-N-[(3,5-difluoropyridin-2-yl)methyl]-1,3-thiazole-5-carboxamide C1CC12CN(CCC2)C2CCN(CC2)C=2SC(=CN2)C(=O)NCC2=NC=C(C=C2F)F